N-hydroxy-7-(4-(6-(((2S,3R,4S,5S,6R)-3,4,5-trihydroxy-6-(hydroxymethyl)-tetrahydro-2H-pyran-2-yl)oxy)naphthalen-2-yl)-1H-1,2,3-triazol-1-yl)heptanamide ONC(CCCCCCN1N=NC(=C1)C1=CC2=CC=C(C=C2C=C1)O[C@@H]1O[C@@H]([C@H]([C@@H]([C@H]1O)O)O)CO)=O